C(C)N=C=NCCCN(C)C N1-((ethyl-imino)methylene)-N3,N3-dimethylpropane-1,3-diamine